(S)-2-((R)-4-((3R,5R,8R,9S,10S,13R,14S,17R)-3-hydroxy-10,13-dimethyl-hexadecahydro-1H-cyclopenta[a]phenanthren-17-yl)pentanamido)-3-(1H-indol-3-yl)propanoic acid O[C@@H]1CC[C@@]2([C@H]3CC[C@@]4([C@H](CC[C@H]4[C@@H]3CC[C@@H]2C1)[C@@H](CCC(=O)N[C@H](C(=O)O)CC1=CNC2=CC=CC=C12)C)C)C